NC=1C(=NC(=C(N1)F)C=1C=C2[C@@H](CCOC2=CC1)N(C)C)C=1C=C2CCNC(C2=CC1)=O (R)-6-(3-amino-6-(4-(dimethylamino)chroman-6-yl)-5-fluoro-pyrazin-2-yl)-3,4-dihydro-isoquinolin-1(2H)-one